NC1C2CN(C(C1)CC2)C2=NC(=C(C=1N2C=CN1)C1=CC(=C(C=C1)C)O)C1=CC(=C(C#N)C=C1)F 4-(5-(5-amino-2-azabicyclo[2.2.2]octane-2-yl)-8-(3-hydroxy-4-methylphenyl)imidazolo[1,2-c]pyrimidin-7-yl)-2-fluorobenzonitrile